Methyl 2-(4-methoxy-6-((3-morpholinobicyclo[1.1.1]pentan-1-yl)amino)pyrimidine-5-carboxamido)benzoate COC1=NC=NC(=C1C(=O)NC1=C(C(=O)OC)C=CC=C1)NC12CC(C1)(C2)N2CCOCC2